bis(4-hydroxynaphthalen-1-yl)-methane OC1=CC=C(C2=CC=CC=C12)CC1=CC=C(C2=CC=CC=C12)O